2-isopropyl-4-methylthiazole furyl-propionate O1C(=CC=C1)C(C(=O)O)C.C(C)(C)C=1SC=C(N1)C